CS(=O)(=O)O.CC(CNC1=NC(=NC(=N1)C1=NC(=CC=C1)C(F)(F)F)NC1=CC(=NC=C1)C(F)(F)F)(C)O 2-methyl-1-[(4-[6-(trifluoromethyl)pyridin-2-yl]-6-{[2-(trifluoromethyl)pyridin-4-yl]amino}-1,3,5-triazin-2-yl)amino]propan-2-ol methanesulfonate salt